O([Si](C1=CC=CC=C1)(C1=CC=CC=C1)C(C)(C)C)CCON1C(C2=C(C=NC=C2CC1)NC1=C(C=C(C=C1)I)F)=O 2-(2-(tert-butyldiphenylsiloxy)ethoxy)-8-(2-fluoro-4-iodophenylamino)-3,4-dihydro-2,6-naphthyridin-1(2H)-one